N=1C(=CN2C1C=CC=C2)C[NH-] imidazo[1,2-a]pyridin-2-ylmethyl-amide